ethyl 2-(2',6'-difluoro-5-methyl[1,1'-biphenyl]-2-yl)-2-fluorocyclopropane-1-carboxylate FC1=C(C(=CC=C1)F)C1=C(C=CC(=C1)C)C1(C(C1)C(=O)OCC)F